BrCC(=O)NC(=O)C12CC(C1)(C2)C=2OC(=NN2)C2(CCC2)OC(F)(F)F 2-bromo-N-[1-[5-[3-cis-(trifluoromethoxy)cyclobutyl]-1,3,4-oxadiazol-2-yl]-3-bicyclo[1.1.1]pentanoyl]acetamide